tert-butyl (R)-(1-aminopropan-2-yl)carbamate hydrochloride Cl.NC[C@@H](C)NC(OC(C)(C)C)=O